4-[4-(4-chloro-3-fluoro-phenyl)cyclohexen-1-yl]-5-fluoro-2-methoxy-aniline ClC1=C(C=C(C=C1)C1CC=C(CC1)C1=CC(=C(N)C=C1F)OC)F